OC=1C=C(C=CC1O)OC(CC)=O.C(C(O)C1=CC=CC=C1)(=O)O mandelic acid 3,4-dihydroxyphenylpropanoate